N-acetoacetyl-p-cyanoaniline C(CC(=O)C)(=O)NC1=CC=C(C=C1)C#N